4-(2-(Benzoylamino(carboxy)methyl)-4-chlorophenyl)butanoic acid C(C1=CC=CC=C1)(=O)NC(C1=C(C=CC(=C1)Cl)CCCC(=O)O)C(=O)O